C[SiH](C)OC(C)(C)C t-butyl dimethyl-silyl ether